hydroxy acrylate hydroxyethyl-acrylate OCCOC(C=C)=O.C(C=C)(=O)OO